C(CCCCCCCCCCCCCCCCC)OC(CCC1=CC(=C(C(=C1)C(C)(C)C)O)C(C)(C)C)=O 3,5-bis(1,1-dimethylethyl)-4-hydroxybenzenepropanoic acid octadecyl ester